The molecule is a tetracarboxylic acid that is an optically active twelve-membered tetraazamacrocycle having a carboxymethyl group attached to each of the nitrogens and a 4-substituted benzyl group at the 2-position. It has a role as an epitope. It is an azamacrocycle and a tetracarboxylic acid. It derives from a DOTA. C1CN(CCN([C@H](CN(CCN1CC(=O)O)CC(=O)O)CC2=CC=C(C=C2)NC(=O)CSCCO)CC(=O)O)CC(=O)O